(S)-7-Hydroxy-N-(4-(((2-((1-hydroxybutan-2-yl)amino)-8-isopropylpyrazolo[1,5-a][1,3,5]triazin-4-yl)amino)methyl)phenyl)heptylamide O[C@@H](CCCCCC[NH-])C1=CC=C(C=C1)CNC1=NC(=NC=2N1N=CC2C(C)C)NC(CO)CC